COC(C(CN1CCN(CC1)C1=C(C=CC2=C1OC1=C(C=N2)C=CC=C1)F)(C)C)=O 3-[4-(7-fluorobenzo[b][1,4]benzooxazepin-6-yl)piperazin-1-yl]-2,2-dimethyl-propionic acid methyl ester